phytyl mono-succinate C(CCC(=O)[O-])(=O)OC\C=C(/C)\CCC[C@H](C)CCC[C@H](C)CCCC(C)C